FC(C1=NN=C(O1)C1=CC(=C(CN(C(=O)N2CCS(CC2)(=O)=NC(OC)=O)C2=CC=CC=C2)C=C1)F)F Methyl (4-((4-(5-(difluoromethyl)-1,3,4-oxadiazol-2-yl)-2-fluorobenzyl)(phenyl)carbamoyl)-1-oxidothiomorpholin-1-ylidene)carbamate